N-(2-(pyrrolidin-1-yl)-3,5-bistrifluoromethylphenyl)-4-fluorobenzo[d]isothiazol-1,1-dioxide N1(CCCC1)C1=C(C=C(C=C1C(F)(F)F)C(F)(F)F)N1S(C2=C(C1)C(=CC=C2)F)(=O)=O